C(C)OC=1N=CC2=C(N1)NC=C2C=2C=CC1=C(N(N=N1)C)C2 6-(2-ethoxy-7H-pyrrolo[2,3-d]pyrimidin-5-yl)-1-methyl-1H-benzo[d][1,2,3]triazole